F[C@@H]1C[C@@]2(CCCN2C1)COC1=NC2=C(C(=CC=C2C(=N1)N1CC2C(C1)COC2)C2=CC(=CC1=CC=C(C(=C21)C#C)F)O)F 4-(2-{[(2R,7aS)-2-fluoro-hexahydro-1H-pyrrolizin-7a-yl]methoxy}-8-fluoro-4-{hexahydro-1H-furo[3,4-c]pyrrol-5-yl}quinazolin-7-yl)-5-ethynyl-6-fluoronaphthalen-2-ol